(3R,6S)-1-Benzyl-6-cyclopropyl-3-methylpiperazine-2,5-dione C(C1=CC=CC=C1)N1C([C@H](NC([C@@H]1C1CC1)=O)C)=O